2-[2-(2-(1-(2,3-Dihydro-1H-inden-5-yl)ethylidene)hydrazinyl)thiazol-4-yl]-5-methoxyphenol C1CCC2=CC(=CC=C12)C(C)=NNC=1SC=C(N1)C1=C(C=C(C=C1)OC)O